2-({2-[(4-chloro-2-fluorophenyl)methoxy]-3-(trifluoromethyl)-5,6,7,8-tetrahydro-1,7-naphthyridin-7-yl}methyl)-1-{1-[(2S)-oxetan-2-yl]methyl}-1H-imidazo[4,5-b]pyridine-6-carboxylic acid ClC1=CC(=C(C=C1)COC1=NC=2CN(CCC2C=C1C(F)(F)F)CC=1N(C=2C(=NC=C(C2)C(=O)O)N1)C[C@H]1OCC1)F